O1C(OCC1)C1CCN(CC1)C1=C(C=C(C=C1)NC=1N=C(N=NC1C(=O)N)SC)F 5-((4-(4-(1,3-dioxolan-2-yl)piperidin-1-yl)-3-fluorophenyl)amino)-3-(methylthio)-1,2,4-triazine-6-carboxamide